C(CCCCC)OC(C1=C(C=CC=C1)C(C1=C(C=C(C=C1)N(CC)CC)O)=O)=O Hexyl-2-[4-(diethylamino)-2-hydroxybenzoyl]benzoate